(R)-3-(4-(5-(7-Chloro-1H-benzo[d]imidazole-2-carbonyl)-6-methyl-4,5,6,7-tetrahydrothiazolo[5,4-c]pyridin-2-yl)piperazin-1-yl)propanenitrile ClC1=CC=CC2=C1NC(=N2)C(=O)N2CC1=C(C[C@H]2C)N=C(S1)N1CCN(CC1)CCC#N